6-methyl-7-oxo-1H-pyrrolo[2,3-c]pyridine-2-carboxylic acid CN1C(C2=C(C=C1)C=C(N2)C(=O)O)=O